4-((2-hydroxyethyl)sulphonylamino)-2-(6-azaspiro[2.5]octane-6-yl)benzamide OCCS(=O)(=O)NC1=CC(=C(C(=O)N)C=C1)N1CCC2(CC2)CC1